C(#N)C1=CC2=C(N(C(N=C2N2[C@H](CN(CC2)C(=O)OC(C)(C)C)C)=O)C=2C(=NC=CC2C)C(C)C)N=C1C1=C(C=CC=C1F)F tert-butyl (S)-4-(6-cyano-7-(2,6-difluorophenyl)-1-(2-isopropyl-4-methylpyridin-3-yl)-2-oxo-1,2-dihydropyrido[2,3-d]pyrimidin-4-yl)-3-methylpiperazine-1-carboxylate